The molecule is an ethylenediamine derivative in which three of the four amine protons of ethylenediamine are replaced by carboxymethyl groups. It has a role as a chelator and a bacterial xenobiotic metabolite. It is an ethylenediamine derivative, a polyamino carboxylic acid, a tricarboxylic acid and a glycine derivative. It is a conjugate acid of an ethylenediaminetriacetate(2-). C(CN(CC(=O)O)CC(=O)O)NCC(=O)O